N1(CCC1)C/C=C/C(=O)N(C)CC(=O)NC[C@H](C)C=1C=C(C=CC1)NC=1C(=NC(=C(N1)CCC)CC)C(=O)N (R,E)-3-((3-(1-(2-(4-(azetidin-1-yl)-N-methylbut-2-enamido)acetamido)propan-2-yl)phenyl)amino)-6-ethyl-5-propylpyrazine-2-carboxamide